N1N=CC(=C1)C1=CC=C(C=C1)NC=1C2=C(N=C(N1)C1=CC=C3C=C(NC3=C1)C(=O)N(CC)CC)C=CS2 6-(4-((4-(1H-pyrazol-4-yl)phenyl)amino)thieno[3,2-d]pyrimidin-2-yl)-N,N-diethyl-1H-indole-2-carboxamide